C(C)(C)C1N2C(C3=CC(=C(C=C3C1)OCCCOC)C(CCC(F)(F)F)=O)CC(C(=C2)C(=O)OCC)=O ethyl 6-isopropyl-9-(3-methoxypropoxy)-2-oxo-10-(4,4,4-trifluorobutanoyl)-2,6,7,11b-tetrahydro-1H-pyrido[2,1-a]isoquinoline-3-carboxylate